S1C=NC=C1C1=CN=CS1 5,5'-bithiazole